(2E,4E,6E,8E)-N-(2-(2-(2-((3,4-bis(benzyloxy)benzyl)amino)ethoxy)ethoxy)ethyl)-3,7-dimethyl-9-(2,6,6-trimethylcyclohex-1-en-1-yl)nona-2,4,6,8-tetraenamide C(C1=CC=CC=C1)OC=1C=C(CNCCOCCOCCNC(\C=C(\C=C\C=C(\C=C\C2=C(CCCC2(C)C)C)/C)/C)=O)C=CC1OCC1=CC=CC=C1